(2-chloro-4-iodopyridin-3-yl)methanol ClC1=NC=CC(=C1CO)I